taurine, sulfanylamide SNS(CCN)(=O)=O